(S)-8-(6-amino-5-((3,3-dimethylindolin-4-yl)thio)pyrazin-2-yl)-2-oxo-8-azaspiro[4.5]decan-4-amine NC1=C(N=CC(=N1)N1CCC2([C@H](CC(C2)=O)N)CC1)SC1=C2C(CNC2=CC=C1)(C)C